methyl (Z)-2-(2-(2-(4-((tert-butoxycarbonyl)amino)phenyl)thiazole-4-carboxamido)acryl amido)but-2-enoate C(C)(C)(C)OC(=O)NC1=CC=C(C=C1)C=1SC=C(N1)C(=O)NC(C(=O)N\C(\C(=O)OC)=C/C)=C